tert-butyl 6-((2-(3-((2-methoxy-4-sulfamoylphenyl)amino)-prop-1-yn-1-yl)-1-(2,2,2-trifluoroethyl)-1H-indol-4-yl)amino)-2-azaspiro[3.3]heptane-2-carboxylate COC1=C(C=CC(=C1)S(N)(=O)=O)NCC#CC=1N(C2=CC=CC(=C2C1)NC1CC2(CN(C2)C(=O)OC(C)(C)C)C1)CC(F)(F)F